C(C1CO1)OCC(OC1=CC=CC1)OC1=CC=CC1 dicyclopentadieneoxyethyl glycidyl ether